FC1=C(C(=O)C=2C=C(NC2)C(=O)OC)C=CC=C1F methyl 4-(2,3-difluorobenzoyl)-1H-pyrrole-2-carboxylate